The molecule is an acyl-CoA(4-) obtained by deprotonation of the phosphate and diphosphate OH groups of (6Z,9Z,12Z,15Z,18Z)-tetracosapentaenoyl-CoA; major species at pH 7.3. It is a conjugate base of a (6Z,9Z,12Z,15Z,18Z)-tetracosapentaenoyl-CoA. CCCCC/C=C\\C/C=C\\C/C=C\\C/C=C\\C/C=C\\CCCCC(=O)SCCNC(=O)CCNC(=O)[C@@H](C(C)(C)COP(=O)([O-])OP(=O)([O-])OC[C@@H]1[C@H]([C@H]([C@@H](O1)N2C=NC3=C(N=CN=C32)N)O)OP(=O)([O-])[O-])O